The molecule is an ammonium betaine formed by deprotonation of the phosphoric acid group of 6-(O-phosphocholine)hydroxyhexanoic acid. It is an ammonium betaine and a member of phosphocholines. It is a conjugate base of a 6-(O-phosphocholine)oxyhexanoic acid. It is a conjugate acid of a 6-(O-phosphocholine)oxyhexanoate(1-). It is a tautomer of a 6-(O-phosphocholine)oxyhexanoate. C[N+](C)(C)CCOP(=O)([O-])OCCCCCC(=O)O